CN([C@H]1[C@H]([C@H]([C@H](OC1)CO)O)O)C (2R,3R,4R,5R)-5-(dimethylamino)-2-(hydroxymethyl)tetrahydro-2H-pyran-3,4-diol